CN(C(=O)C1=CC=C(C=C1)C1=C(N(C=C1)S(N)(=O)=O)C(=O)O)C [4-(dimethylcarbamoyl)phenyl]-1-sulfamoyl-pyrrole-2-carboxylic acid